FC1=C(C=C(C=C1)[I+]C1=C(C=C(C=C1C)C)C)OC (4-fluoro-3-methoxy-phenyl)-(2,4,6-trimethylphenyl)iodonium